4-METHYL-1-CYCLOHEXANECARBOXYLIC ACID CC1CCC(CC1)C(=O)O